OC1=CC(=C2C(=N1)N(C(=N2)C(=O)NC2(CCS(CC2)(=O)=O)C)C)C 5-hydroxy-3,7-dimethyl-N-(4-methyl-1,1-dioxidotetrahydro-2H-thiopyran-4-yl)-3H-imidazo[4,5-b]pyridine-2-carboxamide